CC1=C(C(=C(C(=C1)C(=O)O)C(=O)O)NC1=C2C=NN(C2=CC=C1OC1=C(C=CC=C1)Cl)C1CCOCC1)C dimethyl-3-[[5-(2-chlorophenoxy)-1-tetrahydropyran-4-yl-indazol-4-yl]amino]benzene-1,2-dicarboxylic acid